1-fluoro-3-methoxy-2-((benzenesulfonyl)methyl)benzene FC1=C(C(=CC=C1)OC)CS(=O)(=O)C1=CC=CC=C1